FC1=C(C=C(C=C1)O)C=1C=NC=C(C(=O)NN)C1 5-(2-fluoro-5-hydroxyphenyl)nicotinohydrazide